decalin-2-one C1C(CCC2CCCCC12)=O